1-(1-cyclopropyl-1H-pyrazol-4-yl)piperazine 2,2,2-trifluoroacetate FC(C(=O)O)(F)F.C1(CC1)N1N=CC(=C1)N1CCNCC1